(R)-N-(3-(benzyloxy)-4-((benzyloxy)carbamoyl)phenyl)-N-(4-cyclohexylbenzyl)-1-((perfluorophenyl)sulfonyl)pyrrolidine-2-carboxamide C(C1=CC=CC=C1)OC=1C=C(C=CC1C(NOCC1=CC=CC=C1)=O)N(C(=O)[C@@H]1N(CCC1)S(=O)(=O)C1=C(C(=C(C(=C1F)F)F)F)F)CC1=CC=C(C=C1)C1CCCCC1